N2-(2-Ethoxy-6,7-dimethylpyrazolo[1,5-a]pyridin-3-yl)-6-[(2-ethoxy-6,7-dimethylpyrazolo[1,5-a]pyridin-3-yl)imino]-3-imino-3,6-dihydropyridin-2,5-diamin C(C)OC1=NN2C(C=CC(=C2C)C)=C1NC1=NC(C(=CC1=N)N)=NC=1C(=NN2C1C=CC(=C2C)C)OCC